methyl 2-methyl-4-oxo-5H-pyrrolo[1,2-a]quinoxaline-8-carboxylate CC=1C=C2N(C3=CC(=CC=C3NC2=O)C(=O)OC)C1